3-(2-((3R,5r)-3-(3-fluoro-1H-pyrazol-4-yl)-5-methylpiperidin-1-yl)pyrimidin-4-yl)-6-(trifluoromethyl)imidazo[1,2-a]pyrazine FC1=NNC=C1[C@@H]1CN(C[C@@H](C1)C)C1=NC=CC(=N1)C1=CN=C2N1C=C(N=C2)C(F)(F)F